6-chloro-1H-pyrido[3,4-d]pyrimidine-2,4-dione ClC1=CC2=C(NC(NC2=O)=O)C=N1